(9-(2,6-dimethylphenoxy)-6-hydroxy-[1,2,4]triazolo[5,1-a]isoquinoline-5-carbonyl)glycine CC1=C(OC2=CC=C3C(=C(N4C(C3=C2)=NC=N4)C(=O)NCC(=O)O)O)C(=CC=C1)C